[1,3-dihydroxy-2-propoxymethyl]guanine OCC(CO)OCNC=1NC(C=2NC=NC2N1)=O